3-(6,7-dihydroxy-1-methyl-4-oxo-1,4-dihydroquinolin-3-yl)-6,7-dihydroxy-4-oxo-4H-chromene-5-carboxylic acid 14-hydroxy-3,6,9,12-tetraoxatetradecan-1-yl ester OCCOCCOCCOCCOCCOC(=O)C=1C=2C(C(=COC2C=C(C1O)O)C1=CN(C2=CC(=C(C=C2C1=O)O)O)C)=O